4-ethoxy-1H-benzimidazole iron [Fe].C(C)OC1=CC=CC=2NC=NC21